[1-[[3-[[(4S)-2,2-dimethylchroman-4-yl]carbamoyl]-2,2-dimethyl-cyclopropyl]-pyridin-1-ium-3-yl-methyl]-4,4-diethyl-6-oxo-hexahydropyrimidin-2-ylidene]ammonium CC1(OC2=CC=CC=C2[C@H](C1)NC(=O)C1C(C1C(N1C(NC(CC1=O)(CC)CC)=[NH2+])C=1C=[NH+]C=CC1)(C)C)C